FC1=CC=C(C(=O)C=2/C(/C(N3C2NCCC3)(O)C3=CC=C(C=C3)F)=C/3\C(OC2=CC=CC=C2C3=O)=O)C=C1 (E)-3-(8-(4-fluorobenzoyl)-6-(4-fluorophenyl)-6-hydroxy-1,2,3,4-tetrahydropyrrolo[1,2-a]pyrimidine-7(6H)-ylidene)chroman-2,4-dione